[1-(4-fluorophenyl)-5-methyl-1,2,4-triazol-3-yl]methanone FC1=CC=C(C=C1)N1N=C(N=C1C)C=O